C1(CCC1)CN1CC2=C(N=CN=C2OC(C(C)C)C=2C=NC(=CC2)C)CC1 6-(cyclobutylmethyl)-4-(2-methyl-1-(6-methylpyridin-3-yl)propoxy)-5,6,7,8-tetrahydropyrido[4,3-d]pyrimidine